5-Chloro-4-methyltricyclo[6.2.1.02,7]undeca-2(7),3,5-triene-3-carboxylic acid ClC=1C(=C(C=2C3CCC(C2C1)C3)C(=O)O)C